2,3-dimethylheptanol CC(CO)C(CCCC)C